C1C(CCC2CCC(CC12)C(=O)O)C(=O)O decalin-2,7-dicarboxylic acid